2-[4-([3-[(tert-butoxycarbonyl)amino]piperidin-2-yl]methoxy)cyclohex-1-en-1-yl]-4,6-difluorophenoxydifluoroacetic acid C(C)(C)(C)OC(=O)NC1C(NCCC1)COC1CC=C(CC1)C1=C(OC(C(=O)O)(F)F)C(=CC(=C1)F)F